C(C)(C)(C)CN(C(=O)OC1CC(C1)OC1=NC=C(C=C1)C=1C=CC=2C3=C(NC2C1)C=CN=C3)C3=CC(=C(C=C3)COC3=C(C=C(C=C3)C=O)OC)C(F)(F)F 3-((5-(5H-pyrido[4,3-b]indol-7-yl)pyridin-2-yl)oxy)cyclobutanol tert-butyl-N-{4-[(4-formyl-2-methoxyphenoxy)methyl]-3-(trifluoromethyl)phenyl}-N-methylcarbamate